1-cyclobutylimidazolidin-2-one C1(CCC1)N1C(NCC1)=O